ClC1=NC(=C2N=CN(C2=N1)C(C)C)NCC1=C(C=CC=C1)N1N=C(C=C1)N1CCNCC1 2-chloro-9-isopropyl-N-(2-(3-(piperazin-1-yl)-1H-pyrazol-1-yl)benzyl)-9H-purin-6-amine